F[C@@H]1C[C@@]2(CCCN2C1)COC=1N=C(C2=C(N1)C[C@]1(OC2)CO[C@H](C2=CC=C(C=C21)N)C)N2CCOCCC2 |&1:18,23| (1SR,4RS)-2'-(((2R,7aS)-2-Fluorotetrahydro-1H-pyrrolizin-7a(5H)-yl)methoxy)-1-methyl-4'-(1,4-oxazepan-4-yl)-5',8'-dihydrospiro[isochromane-4,7'-pyrano[4,3-d]pyrimidin]-6-amine